1-methoxyphenylethylamine iodide [I-].COC1(CC=CC=C1)CCN